O[C@]1([C@@H](N(C1)C(=O)O[C@H]1C[C@H](CC1)C1=CC(=NN1)NC(CC1=CC(=NO1)C)=O)C)C (1R,3S)-3-(3-{[(3-methyl-1,2-oxazol-5-yl)acetyl]amino}-1H-pyrazol-5-yl)cyclopentyl (2S,3R)-3-hydroxy-2,3-dimethylazetidine-1-carboxylate